N-methylbenzene-1,3-disulfonamide CNS(=O)(=O)C1=CC(=CC=C1)S(=O)(=O)N